BrCC\C=C/CCCCCCCCC(OC)OC (3Z)-1-bromo-13,13-dimethoxy-3-tridecene